2-(4-(benzyloxy)-7-methyl-1H-indol-3-yl)-N-methyl-2-oxo-N-propylacetamide C(C1=CC=CC=C1)OC1=C2C(=CNC2=C(C=C1)C)C(C(=O)N(CCC)C)=O